ClC=1C=CC(=NC1)N[C@@H]1C[C@@H]2CN([C@H]1C2)C(=O)C2=C(C(=CC=C2)F)C2=NC=CC=N2 ((1S,4S,6R)-6-((5-chloropyridin-2-yl)amino)-2-azabicyclo[2.2.1]heptan-2-yl)(3-fluoro-2-(pyrimidin-2-yl)phenyl)methanone